2-[(1Z)-4,5-Difluoro-1-{[4-(4-fluorophenoxy)phenyl]methylidene}-2-methyl-1H-inden-3-yl]acetic acid FC1=C2C(=C(/C(/C2=CC=C1F)=C/C1=CC=C(C=C1)OC1=CC=C(C=C1)F)C)CC(=O)O